[N+](=O)([O-])C1=C(C=O)C=C(C(=C1)OCCCCC)OCCCCC 2-nitro-4,5-bis(pentyloxy)benzaldehyde